ethyl 2-[4-({5'-chloro-7'-oxo-7',8'-dihydro-6'H-spiro[cyclohexane-1,9'-furo[2,3-f]quinazoline]-2'-yl}carbonyl)piperazin-1-yl]acetate ClC=1C=C2C(=C3C4(NC(NC13)=O)CCCCC4)OC(=C2)C(=O)N2CCN(CC2)CC(=O)OCC